ClC1=CN=C(N=N1)N1[C@@H]2C[C@@H]2C[C@@H]1C(=O)NC1=CC(=C(C=C1)C)C1=NC=C(C=N1)F (1R,3R,5R)-2-(6-chloro-1,2,4-triazin-3-yl)-N-[3-(5-fluoropyrimidin-2-yl)-4-methylphenyl]-2-azabicyclo[3.1.0]hexane-3-carboxamide